C(C1=CC=CC=C1)(=O)OCC1=C(C(=NO1)C)C1=CC=C2C=3N(C(COC31)C3=NC=CC=C3)C(N2)=O [3-methyl-4-(2-oxo-4-pyridin-2-yl-1,2,4,5-tetrahydroimidazo[1,5,4-de][1,4]benzoxazin-7-yl)isoxazol-5-yl]methyl benzoate